didecyldimethylammonium hypobromite Br[O-].C(CCCCCCCCC)[N+](C)(C)CCCCCCCCCC